4-(4-hydroxyphenoxy)benzonitrile OC1=CC=C(OC2=CC=C(C#N)C=C2)C=C1